The molecule is a branched amino trisaccharide consisting of two alpha-L-rhamnose residues [linked (1->2); one at the reducing end] with a single N-acetyl beta-D-glucosaminyl residue linked (1->3) to the reducing-end rhamnose. C[C@H]1[C@@H]([C@H]([C@H]([C@@H](O1)O)O[C@H]2[C@@H]([C@@H]([C@H]([C@@H](O2)C)O)O)O)O[C@H]3[C@@H]([C@H]([C@@H]([C@H](O3)CO)O)O)NC(=O)C)O